2-Hexyldecyl 6-formylhexanoate C(=O)CCCCCC(=O)OCC(CCCCCCCC)CCCCCC